methyl 3-amino-4-hydroxy-thiophene-2-carboxylate NC1=C(SC=C1O)C(=O)OC